(S)-2-amino-2-cyclohexylacetic acid N[C@H](C(=O)O)C1CCCCC1